C(CCC)C1(N(S(C2=C(N(C1)C1=CC=CC=C1)C=C(C(=C2)C(=O)OC)S(=O)(=O)C)(=O)=O)CC2=CC=C(C=C2)OC)CC methyl 3-butyl-3-ethyl-2-(4-methoxybenzyl)-7-(methylsulfonyl)-5-phenyl-2,3,4,5-tetrahydro-1,2,5-benzothiadiazepine-8-carboxylate 1,1-dioxide